C1=CC=C(C=C1)C=CC2=CC=CC=C2[N+](=O)[O-] nitrostilbene